FC=1C=C2CCN(CC2=CC1CN1N=CC(=C1COC)C(=O)OC)C(=O)OC(C)(C)C tert-butyl 6-fluoro-7-((4-(methoxycarbonyl)-5-(methoxymethyl)-1H-pyrazol-1-yl) methyl)-3,4-dihydroisoquinoline-2(1H)-carboxylate